FC1(CCN(CC1)C1=NC(=CC(=N1)NC(C1=C(C=C(C=C1)NS(=O)(=O)CCO)N1CC2CC2(CC1)C)=O)C)F N-(2-(4,4-difluoropiperidin-1-yl)-6-methylpyrimidin-4-yl)-4-((2-hydroxyethyl)sulfonamido)-2-(6-methyl-3-azabicyclo[4.1.0]heptan-3-yl)benzamide